1,2,4,5-tetrahydrobenzene C1CCCCC1